2,4-diamino-2-methylpentane NC(C)(CC(C)N)C